N-(1-(1-(6-(6-(Difluoromethyl)imidazo[1,2-b]pyridazin-3-yl)pyrimidin-4-yl)piperidin-3-yl)ethyl)methanesulfonamide FC(C=1C=CC=2N(N1)C(=CN2)C2=CC(=NC=N2)N2CC(CCC2)C(C)NS(=O)(=O)C)F